2-methyl-4,6-bis(octylsulfonylmethyl)phenol CC1=C(C(=CC(=C1)CS(=O)(=O)CCCCCCCC)CS(=O)(=O)CCCCCCCC)O